C(CC)S(=O)(=O)O.C(C)N(C#CC)CC N,N-diethyl-propynamine propanesulfonate